1,3-dihydrospiro-[indene-2,4'-piperidine] N1CCC2(CC1)CC1=CC=CC=C1C2